(R)-4-((3-(1-(5,8-dioxaspiro[3.4]octan-1-yl)-1H-pyrazol-4-yl)-2-methoxyphenyl)amino)-2-((4-(morpholine-4-carbonyl)phenyl)amino)pyrimidine-5-carboxamide [C@H]1(CCC12OCCO2)N2N=CC(=C2)C=2C(=C(C=CC2)NC2=NC(=NC=C2C(=O)N)NC2=CC=C(C=C2)C(=O)N2CCOCC2)OC